indolo-indole N1=CC=C2C=CC=3C(=C12)C=1C=CC=CC1N3